FCCCNCCC1=CC(=C(C=C1)C)F 3-fluoro-N-(3-fluoro-4-methylphenethyl)propan-1-amine